C(C1=CC=CC=C1)N1CC2=C(N=NC(=C2CC1)O)N[C@H]1[C@@H](CCCC1)O 6-benzyl-4-{[(1R,2R)-2-hydroxycyclohexyl]amino}-5,6,7,8-tetrahydropyrido[3,4-d]pyridazin-1-ol